3-(1-methyl-1H-pyrazol-4-yl)piperidin-3-amine CN1N=CC(=C1)C1(CNCCC1)N